C(C)(C)(C)OC(=O)NCC[B-](F)(F)F.[K+] potassium {2-[(tert-butyl)(oxycarbonylamino)]ethyl}tris(fluoro)boranuide